7-chloro-2-iodofuro[3,2-b]pyridine-5-carboxylic acid methyl ester COC(=O)C1=CC(=C2C(=N1)C=C(O2)I)Cl